N-((3aR,5s,6aS)-2-(5-(3-cyano-6-(1-methyl-1H-pyrazol-4-yl)pyrazolo[1,5-a]pyridin-4-yl)pyrazin-2-yl)-5-methyloctahydrocyclopenta[c]pyrrol-5-yl)-6-methoxypicolinamide C(#N)C=1C=NN2C1C(=CC(=C2)C=2C=NN(C2)C)C=2N=CC(=NC2)N2C[C@@H]1[C@H](C2)CC(C1)(C)NC(C1=NC(=CC=C1)OC)=O